Cl.ClC=1C=C(CNC(=N)N)C=CC1Cl 1-(3,4-dichlorobenzyl)guanidine hydrochloride